C1(CC1)N1N=CC(=C1)[C@@H]1OCCN(C1)C=1N=C(C=2N=C(N(C(C2N1)=O)C)C)C1=C(C=C(C=C1)C(F)(F)F)F (S)-6-(2-(1-cyclopropyl-1H-pyrazol-4-yl)morpholino)-8-(2-fluoro-4-(trifluoromethyl)phenyl)-2,3-dimethylpyrimidino[5,4-d]pyrimidin-4(3H)-one